N-(3-(4-bromophenyl)propyl)-2-ethyl-6-methylthieno[2,3-d]pyrimidin-4-amine BrC1=CC=C(C=C1)CCCNC=1C2=C(N=C(N1)CC)SC(=C2)C